C(C)C=1C(NC=2C=C(C=NC2C1)CN1CC(C1)CNC=1C=CC(=NC1)C(=O)NC)=O 5-(((1-((7-ethyl-6-oxo-5,6-dihydro-1,5-naphthyridin-3-yl)methyl)azetidin-3-yl)methyl)amino)-N-methylpicolinamide